(1s,4S)-4-butylcyclohexyl ((S)-1-(((S)-1-hydroxy-3-((S)-2-oxopyrrolidin-3-yl)propan-2-yl)amino)-4-methyl-1-oxopentan-2-yl)carbamate OC[C@H](C[C@H]1C(NCC1)=O)NC([C@H](CC(C)C)NC(OC1CCC(CC1)CCCC)=O)=O